COC=1C(=CC2=CN(N=C2C1)C1CCC(CC1)NC(OC(C)(C)C)=O)C(NC=1C=NN2C=NC=CC21)=O tert-Butyl (4-(6-methoxy-5-(pyrazolo[1,5-c]pyrimidin-3-ylcarbamoyl)-2H-indazol-2-yl)cyclohexyl)carbamate